C1(CC1)N1N=C2C(=CC=C(C2=C1)C1=CC(=NC=C1)N1CCOCC1)OC(F)F 4-(4-(2-cyclopropyl-7-(difluoromethoxy)-2H-indazol-4-yl)pyridin-2-yl)morpholine